BrC=1C2(C3=CC=C(C=C3C1)C)CCC1(CC2)OCCO1 bromo-5''-methyldispiro[[1,3]dioxolane-2,1'-cyclohexane-4',1''-indene]